4-(difluoro-methyl)bicyclo[2.2.2]octan-1-amine FC(C12CCC(CC1)(CC2)N)F